(±)-tert-butyl N-[3-[[(trans)-2-cyanocyclopropanecarbonyl]amino]-6-(4-methylisothiazol-3-yl)-8-isoquinolyl]carbamate C(#N)[C@H]1[C@@H](C1)C(=O)NC=1N=CC2=C(C=C(C=C2C1)C1=NSC=C1C)NC(OC(C)(C)C)=O |r|